decanoic acid lithium [Li].C(CCCCCCCCC)(=O)O